benzyl-vinylcyclobutene C(C1=CC=CC=C1)C1=C(CC1)C=C